N-[2-[(6-chloropyridin-3-yl)methylamino]pyridin-3-yl]-4-methyl-1,2,5-oxadiazole-3-carboxamide ClC1=CC=C(C=N1)CNC1=NC=CC=C1NC(=O)C1=NON=C1C